N-(2-(4-cyclopropylpiperazine-1-yl)-4-methoxy-5-((6-((R)-3-(6-methylpyridine-3-yl)isoxazolidine-2-yl)pyrimidine-4-yl)amino)phenyl)acrylamide C1(CC1)N1CCN(CC1)C1=C(C=C(C(=C1)OC)NC1=NC=NC(=C1)N1OCC[C@@H]1C=1C=NC(=CC1)C)NC(C=C)=O